monosilver(I) monosilver(III) monooxide [O-2].[Ag+3].[Ag+]